ClC1=CC2=C(N(C(C(N2CC2(CNC2)OC)=O)=O)C=2C(=NC=CC2C)C(C)C)N=C1C1=C(C=CC=C1O)F 7-chloro-6-(2-fluoro-6-hydroxyphenyl)-4-(2-isopropyl-4-methylpyridin-3-yl)-1-((3-methoxyazetidin-3-yl)methyl)-1,4-dihydropyrido[2,3-b]pyrazine-2,3-dione